N-(2-(dicyclopropylmethyl)-3-oxoisoindolin-4-yl)-1H-pyrrolo[2,3-b]pyridine-4-carboxamide C1(CC1)C(N1CC2=CC=CC(=C2C1=O)NC(=O)C=1C2=C(N=CC1)NC=C2)C2CC2